((1R,5S,6s)-3-(3-(4-chloro-2-methyl-2H-indazol-5-yl)-1H-pyrazolo[3,4-b]pyrazin-6-yl)-6-phenyl-3-azabicyclo[3.1.0]hexan-6-yl)methanamine ClC=1C2=CN(N=C2C=CC1C1=NNC2=NC(=CN=C21)N2C[C@H]1C([C@H]1C2)(C2=CC=CC=C2)CN)C